C1(=CC=C(C=C1)P(OC1=C(C=C(C=C1)C(C)(C)C)C(C)(C)C)[O-])C1=CC=C(C=C1)P([O-])[O-] (2,4-di-t-butylphenyl) [1,1-biphenyl]-4,4'-diphosphonite